CC1=C(OC2=C(C=C(C=C2C1=O)C)[C@@H](C)NC=1C(=NC(=CC1)F)C(=O)N)C=1C=NC=CC1 3-[[(1R)-1-[3,6-Dimethyl-4-oxo-2-(3-pyridyl)chromen-8-yl]ethyl]amino]-6-fluoro-pyridine-2-carboxamide